2-(2-Fluoro-4-(methylthio)anilino)thieno[2,3-b]pyridine-3-carboxylic acid FC1=C(NC2=C(C=3C(=NC=CC3)S2)C(=O)O)C=CC(=C1)SC